4-((4-((2-(dimethylphosphoryl)-4-(pyridin-2-yl)phenyl)amino)-5-(trifluoromethyl)pyrimidin-2-yl)amino)benzyl benzoate C(C1=CC=CC=C1)(=O)OCC1=CC=C(C=C1)NC1=NC=C(C(=N1)NC1=C(C=C(C=C1)C1=NC=CC=C1)P(=O)(C)C)C(F)(F)F